COC=1C(=CC(=NC1)CC=1C(C2=CC=CC=C2C(C1C)=O)=O)C(F)(F)F ((5-methoxy-4-(trifluoromethyl)pyridin-2-yl)methyl)-3-methylnaphthalene-1,4-dione